2-((2-amino-6-(2-(4-(trifluoromethyl)phenyl)piperidine-1-carbonyl)quinolin-4-yl)methyl)isoindole-1,3-dione NC1=NC2=CC=C(C=C2C(=C1)CN1C(C2=CC=CC=C2C1=O)=O)C(=O)N1C(CCCC1)C1=CC=C(C=C1)C(F)(F)F